FC([C@H]1N(C(SC1)=C=O)C=1N=C2N(CCOC3=C2C=CC(=C3)NC(C(=O)N)C)C1)F 2-((2-((R)-4-(difluoromethyl)-2-carbonylthiazolidin-3-yl)-5,6-dihydrobenzo[f]imidazo[1,2-d][1,4]oxazepin-9-yl)amino)propanamide